3-(5-methyl-3-phenylisoxazol-4-yl)benzene-1-sulfonyl chloride CC1=C(C(=NO1)C1=CC=CC=C1)C=1C=C(C=CC1)S(=O)(=O)Cl